FC1=CC=C(C=C1)[C@@H]1N(CCC2=CC=CC=C12)C(=O)NC12CC(C1)(C2)NC(OC(C)(C)C)=O tert-butyl (S)-(3-(1-(4-fluorophenyl)-1,2,3,4-tetrahydroisoquinoline-2-carboxamido) bicyclo[1.1.1]pentan-1-yl)carbamate